methyl (6-(dimethylamino)-1-(((S)-2-(4-nitrophenyl)-1-(2-(thiophen-2-yl)thiazol-4-yl)ethyl)amino)-1-oxohexan-2-yl)(methyl)carbamate CN(CCCCC(C(=O)N[C@@H](CC1=CC=C(C=C1)[N+](=O)[O-])C=1N=C(SC1)C=1SC=CC1)N(C(OC)=O)C)C